FC=1C=C2C(=C(/C(/C2=CC1)=C/C1=CC=C(C=C1)S(=O)(=O)C1=CC=C(C=C1)F)C)CC(=O)NO 2-[(1Z)-5-fluoro-1-{[4-(4-fluorobenzenesulfonyl)phenyl]methylene}-2-methyl-1H-inden-3-yl]-N-hydroxyacetamide